N-(8-fluoro-2-(fluoromethyl)imidazo[1,2-a]pyridin-6-yl)pyrazine-2-carboxamide FC=1C=2N(C=C(C1)NC(=O)C1=NC=CN=C1)C=C(N2)CF